FC=1C=C(C=C(C1)F)C(C)OC=1C=C2C(=NNC2=CC1)C1=NC2=C(N1)CN(C2)C2CCN(CC2)C 5-(1-(3,5-Difluorophenyl)ethoxy)-3-(5-(1-Methylpiperidin-4-yl)-1,4,5,6-Tetrahydropyrrolo[3,4-d]imidazol-2-yl)-1H-Indazol